C(C)N(C(C1=C(C=CC(=C1)F)C=1C=2N(C=C(C1)C1CN(CC1)CC1CCC(CC1)NS(=O)(=O)CC)C=NC2)=O)C(C)C N-ethyl-5-fluoro-N-isopropyl-2-[6-(1-{[(1r,4r)-4-ethanesulfonamidocyclohexyl]methyl}pyrrolidin-3-yl)imidazo[1,5-a]pyridin-8-yl]benzamide